C(C=CC1=CC=CC=C1)(=O)NNC(\C=C\C1=CC(=C(C=C1)F)F)=O (E)-N'-cinnamoyl-3-(3,4-difluorophenyl)acrylohydrazide